C=C(C(CC)OCCC#N)CCCC 3-((4-methyleneoct-3-yl)oxy)propionitrile